N-[(1S)-3-cyano-1,5,5-trimethyl-4-oxocyclohex-2-en-1-yl]-2-fluoro-N,4-dimethylbenzamide C(#N)C1=C[C@@](CC(C1=O)(C)C)(C)N(C(C1=C(C=C(C=C1)C)F)=O)C